Methylendianilin C(NC1=CC=CC=C1)NC1=CC=CC=C1